butanoate dihydrochloride Cl.Cl.C(CCC)(=O)O